C(C1=CC=CC=C1)C=1C(=NC=CC1OC)CC1=CC=CC=C1 di-benzyl-4-methoxypyridine